NC1=NC=2C=CC(=CC2C2=C1[C@H](OC2)C)C(=O)N(CC2=NC=C(C=C2)C(F)(F)F)[C@H]2[C@H](CCC2)C#N (3R)-4-amino-N-((1R,2s)-2-cyanocyclopentyl)-3-methyl-N-((5-(trifluoromethyl)-2-pyridinyl)methyl)-1,3-dihydrofuro[3,4-c]quinoline-8-carboxamide